methyl 7-bromo-4-methoxypyrazolo[1,5-a]pyridine-3-carboxylate BrC1=CC=C(C=2N1N=CC2C(=O)OC)OC